4-[5-[(1S)-2-amino-1-hydroxyethyl]pyridin-2-yl]-3-(5-cyclopropyl-2-methylpyrazol-3-yl)oxybenzonitrile NC[C@@H](O)C=1C=CC(=NC1)C1=C(C=C(C#N)C=C1)OC=1N(N=C(C1)C1CC1)C